N[C@H](CCCC(=O)O)C(=O)O D-homoglutamic acid